(S)-4-(cyclopropyl(4-(5,6,7,8-tetrahydro-1,8-naphthyridin-2-yl)butyl)amino)-2-(2-(4,4-dimethylcyclohexyl)acetamido)butanoic acid C1(CC1)N(CC[C@@H](C(=O)O)NC(CC1CCC(CC1)(C)C)=O)CCCCC1=NC=2NCCCC2C=C1